FC(C(=O)O)(F)F.O=C1NC(CCC1N1C(N(C2=C1C=CC(=C2)C2CCN(CC2)C2CC1(C2)CCN(CC1)C1=NC=CC(=N1)C)C)=O)=O (2-(2-(4-(1-(2,6-dioxopiperidin-3-yl)-3-methyl-2-oxo-2,3-Dihydro-1H-benzo[d]imidazol-5-yl)piperidin-1-yl)-7-azaspiro[3.5]non-7-yl)pyrimidin-4-yl)methan Trifluoroacetate salt